C(C)(C)(C)OC(=O)NCCOC1=C(CN(C(=O)[C@H]2CN(CCC2)C=2C=C(OC(C(=O)N3CCN(CC3)C(=O)OC(C)(C)C)(C)C)C=CC2)C2CC2)C=CC(=C1)C=1C=NNC1 tert-butyl (R)-4-(2-(3-(3-((2-(2-((tert-butoxycarbonyl)amino)ethoxy)-4-(1H-pyrazol-4-yl)benzyl)(cyclopropyl)carbamoyl)piperidin-1-yl)phenoxy)-2-methylpropanoyl)piperazine-1-carboxylate